O=C1CCCC=2C=CC(=CC12)CCCC(=O)O 4-(8-oxo-5,6,7,8-tetrahydronaphthalen-2-yl)butanoic acid